O[C@@H](C)C=1N(C=CN1)CC1=NOC(=C1)C1=CC=C(C=C1)C#CC1CC2(C1)CCN(CC2)CC2=CC=NN2C(=O)[O-] (S)-5-((2-((4-(3-((2-(1-hydroxyethyl)-1H-imidazol-1-yl) methyl) isoxazol-5-yl) phenyl) ethynyl)-7-azaspiro[3.5]non-7-yl) methyl)-1H-pyrazole-1-carboxylate